9,9-didecyloxy-2-nonanol C(CCCCCCCCC)OC(CCCCCCC(C)O)OCCCCCCCCCC